(S)-4-amino-N-(2-(hydroxyamino)-2-oxo-1-phenylethyl)-1-(7H-pyrrolo[2,3-d]pyrimidin-4-yl)piperidine-4-carboxamide hydrochloride Cl.NC1(CCN(CC1)C=1C2=C(N=CN1)NC=C2)C(=O)N[C@H](C(=O)NO)C2=CC=CC=C2